ClC=1N(C(C=2NC(=NC2N1)C=1C=NN(C1)C)=O)CCC 2-Chloro-8-(1-methyl-1H-pyrazol-4-yl)-1-propyl-1,7-dihydro-purin-6-one